(2R,4R)-N2-(5-((+)-1-amino-1-(3-cyanophenyl)-3-cyclopropyl)-2-fluorophenyl)-4-hydroxy-N1-(naphthalen-1-yl)pyrrolidine-1,2-dicarboxamide NC1(CC1C=1C=CC(=C(C1)NC(=O)[C@@H]1N(C[C@@H](C1)O)C(=O)NC1=CC=CC2=CC=CC=C12)F)C1=CC(=CC=C1)C#N